6-cyclopropyl-4-{[(3R)-4,4-difluoro-3-methylpiperidin-1-yl]methyl}-N-(3-{3-[(4-methyl-1,2,4-triazol-3-yl)methyl]oxetan-3-yl}phenyl)pyridine-2-carboxamide C1(CC1)C1=CC(=CC(=N1)C(=O)NC1=CC(=CC=C1)C1(COC1)CC1=NN=CN1C)CN1C[C@H](C(CC1)(F)F)C